(2S)-2-Amino-4-methyl-N-[4-(2-methyl-1H-pyrrolo[2,3-b]pyridin-4-yl)phenyl]pentanamide N[C@H](C(=O)NC1=CC=C(C=C1)C1=C2C(=NC=C1)NC(=C2)C)CC(C)C